3-(5-(difluoromethyl)-1,3,4-thiadiazol-2-yl)-8-(5-(methoxymethyl)-3,3-dimethylpiperazin-1-yl)-N-(3-methyloxetan-3-yl)imidazo[1,5-a]pyridine-6-sulfonamide FC(C1=NN=C(S1)C1=NC=C2N1C=C(C=C2N2CC(NC(C2)COC)(C)C)S(=O)(=O)NC2(COC2)C)F